methyl (E)-3-(4'-chloro-[1,1'-biphenyl]-4-yl)acrylate ClC1=CC=C(C=C1)C1=CC=C(C=C1)/C=C/C(=O)OC